1,1,3,4,4,5,5,5-octafluoro-2,3-bis(trifluoromethyl)pent-1-ene FC(=C(C(C(C(F)(F)F)(F)F)(C(F)(F)F)F)C(F)(F)F)F